3-methoxy-5-{[2-(4-{2-[(2R,3R,4R,5S)-3,4,5-trihydroxy-2-(hydroxymethyl)piperidin-1-yl]ethyl}phenyl)ethyl]amino}benzonitrile COC=1C=C(C#N)C=C(C1)NCCC1=CC=C(C=C1)CCN1[C@@H]([C@H]([C@@H]([C@H](C1)O)O)O)CO